C(CCCCCCC\C=C/CCCCCCCCCC)(=O)[O-].[W+4].C(CCCCCCC\C=C/CCCCCCCCCC)(=O)[O-].C(CCCCCCC\C=C/CCCCCCCCCC)(=O)[O-].C(CCCCCCC\C=C/CCCCCCCCCC)(=O)[O-] tungsten gadoleate